N-(2-chloro-5-(1,3-dioxo-1,3,4,5,6,7-hexahydro-2H-isoindol-2-yl)-4-fluorophenyl)but-2-enamide ClC1=C(C=C(C(=C1)F)N1C(C=2CCCCC2C1=O)=O)NC(C=CC)=O